1,3-dimethylindene CC1C=C(C2=CC=CC=C12)C